3-(4-(3',5'-dimethoxy-[1,1'-biphenyl]-4-yl)-1H-1,2,3-triazol-1-yl)benzoic acid COC=1C=C(C=C(C1)OC)C1=CC=C(C=C1)C=1N=NN(C1)C=1C=C(C(=O)O)C=CC1